OC1=C2C3=C(C(OC2=CC(=C1C(=O)N[C@@H](CC1=CC=CC=C1)C(=O)OC)CCCCC)(C)C)C=CC(=C3)C methyl (1-hydroxy-6,6,9-trimethyl-3-pentyl-6H-benzo[c]chromene-2-carbonyl)-L-phenylalaninate